Tert-butyl (1R,4S)-5-(bicyclo[1.1.1]pent-1-ylmethyl)-1-(hydroxymethyl)-6-oxo-2,5-diazabicyclo[2.2.1]heptane-2-carboxylate C12(CC(C1)C2)CN2[C@@H]1CN([C@](C2=O)(C1)CO)C(=O)OC(C)(C)C